(S)-2-((((9H-fluorene-9-yl)-methoxy)carbonyl)amino)-3-(1-(tert-butoxycarbonyl)-4-fluoro-1H-indol-3-yl)propanoic acid C1=CC=CC=2C3=CC=CC=C3C(C12)COC(=O)N[C@H](C(=O)O)CC1=CN(C2=CC=CC(=C12)F)C(=O)OC(C)(C)C